chloromethyl-(4-((R)-7-(4-bromo-3-(trifluoromethyl)benzoyl)-2-(((S)-but-3-en-2-yl)amino)-6-methyl-4-oxo-5,6,7,8-tetrahydropyrido[3,4-d]pyrimidin-3(4H)-yl)benzoyl)(methyl)carbamate ClCOC(N(C)C(C1=CC=C(C=C1)N1C(=NC2=C(C1=O)C[C@H](N(C2)C(C2=CC(=C(C=C2)Br)C(F)(F)F)=O)C)N[C@@H](C)C=C)=O)=O